tert-butyl (S,E)-(3-(3-(((4-fluoro-3-methylbenzofuran-2-yl)methyl)(methyl)amino)-3-oxoprop-1-en-1-yl)-8-oxo-6,7,8,9-tetrahydro-5H-pyrido[2,3-b]azepin-7-yl)carbamate FC1=CC=CC2=C1C(=C(O2)CN(C(/C=C/C2=CC1=C(NC([C@H](CC1)NC(OC(C)(C)C)=O)=O)N=C2)=O)C)C